N-(3-((4-([1,1'-biphenyl]-3-yl)-5-chloropyrimidin-2-yl)amino)-4-methylphenyl)acetamide C1(=CC(=CC=C1)C1=NC(=NC=C1Cl)NC=1C=C(C=CC1C)NC(C)=O)C1=CC=CC=C1